ClC1=CC=C2C(=C(NC2=C1C=1C(=NN(C1CC)C)[C@@H](CCC1CCOCC1)O)C(=O)OCC)CCCOC1=CC=CC2=CC(=CC=C12)F |r| (rac)-ethyl 6-chloro-7-(5-ethyl-3-(1-(rac)-hydroxy-3-(tetrahydro-2H-pyran-4-yl)propyl)-1-methyl-1H-pyrazol-4-yl)-3-(3-((6-fluoronaphthalen-1-yl)oxy)propyl)-1H-indole-2-carboxylate